5-Amino-3-[3-fluoro-4-[[(5-fluoro-2-methoxy-benzoyl)amino]methyl]phenyl]-1-tetrahydropyran-3-yl-pyrazole-4-carboxamide NC1=C(C(=NN1C1COCCC1)C1=CC(=C(C=C1)CNC(C1=C(C=CC(=C1)F)OC)=O)F)C(=O)N